ClC1=C(C(=C(C=C1OC)OC)Cl)C1=CC2=C(N=C(N=C2)N[C@H]2[C@H](COC2)NC(C=C)=O)C(=N1)C=1CCOCC1 N-((3R,4S)-4-((6-(2,6-dichloro-3,5-dimethoxyphenyl)-8-(3,6-dihydro-2H-pyran-4-yl)pyrido[3,4-d]pyrimidin-2-yl)amino)tetrahydrofuran-3-yl)acryl-amide